NC(C)C1=CC(=CC=C1)C(C)N 1,3-Bis(α-aminoethyl)benzene